O=C1NC(CCC1N1C(N(C2=C1C=CC(=C2)CCOCCOCCOCCOCCOCCOCCNC(OC(C)(C)C)=O)C)=O)=O tert-butyl N-{20-[1-(2,6-dioxopiperidin-3-yl)-3-methyl-2-oxo-1,3-benzodiazol-5-yl]-3,6,9,12,15,18-hexaoxaicosan-1-yl}carbamate